C(C)(=O)C=1C(=NC=CN1)NC(OC(C)(C)C)=O tert-butyl (3-acetylpyrazin-2-yl)carbamate